BrC1(C(C=CC=C1)Br)C1=CC=CC=C1 1,2-dibromobiphenyl